FC=1C=C(C=CC1C#CC#CCCCO)C=1CCN(CC1)CCC(C(=O)NO)(S(=O)(=O)C)C 4-(4-(3-fluoro-4-(7-hydroxyhept-1,3-diyn-1-yl)phenyl)-3,6-dihydropyridin-1(2H)-yl)-N-hydroxy-2-methyl-2-(methylsulfonyl)butanamide